(4-(2-hydroxyethyl)piperidin-1-yl)-phenyl-methanone OCCC1CCN(CC1)C(=O)C1=CC=CC=C1